tetrahydropyrido[2,3-f][1,4]oxazepine-8-carboxamide O1CCNCC2=C1C=C(C=N2)C(=O)N